C(#N)C1=NC=CC(=C1)C1=CN=C(O1)C(=O)N1[C@@H]2[C@H](CC1)[C@H](N(C2)C#N)C (+)-(3aR,4R,6aR)-1-(5-(2-cyanopyridin-4-yl)oxazol-2-carbonyl)-4-methylhexahydropyrrolo[3,4-b]pyrrole-5(1H)-carbonitrile